C(C)(=O)N(CCCCCNC(CCC(=O)N(CCCCCN(C(CCC(=O)NO)=O)CCCCCN)O)=O)O N'-[5-[[4-[[5-(acetylhydroxyamino)pentyl]amino]-1,4-dioxobutyl]hydroxyamino]pentyl]-N'-(5-aminopent-yl)-N-hydroxybutanediamide